C(C1=CC(O)=C(O)C(O)=C1)(=O)O[C@H]1[C@H](O)[C@@H](O)[C@H](O)[C@H](O1)CO O-galloyl-beta-D-glucose